C(C)(C)(C)C=1C=C(C=CC1)[C@H](C)NC(=O)C1=CC=C2C(=C(N(C2=C1)C)C)CC=1C=C(OC(C(=O)O)(C)C)C=CC1 (S)-2-(3-((6-((1-(3-(tert-butyl)phenyl)ethyl)carbamoyl)-1,2-dimethyl-1H-indol-3-yl)methyl)phenoxy)-2-methyl-propanoic acid